FC=1C(=CC=2C3=C(NC(C2C1)=O)COC[C@H]3N(C(C3=CN=C(C=C3)C(F)(F)F)=O)C)F (S)-N-(8,9-Difluoro-6-oxo-1,4,5,6-tetrahydro-2H-pyrano[3,4-c]isoquinolin-1-yl)-N-methyl-6-(trifluoromethyl)nicotinamide